CCCCCC(=O)O 5-Methylpentanoic acid